C(C)C1CCC(N(C1)C(C(=O)NC=1C=NC=C(C(=O)N)C1)=O)C1=CC=CC=C1 5-(2-(5-ethyl-2-phenylpiperidin-1-yl)-2-oxoacetamido)nicotinamide